1-tert-butyl 2-methyl 4-{2-[(4-{[6-(5-chloro-2-fluorophenyl)-3-methylpyridazin-4-yl]amino}pyridin-2-yl)carbamoyl]ethyl}piperazine-1,2-dicarboxylate ClC=1C=CC(=C(C1)C1=CC(=C(N=N1)C)NC1=CC(=NC=C1)NC(=O)CCN1CC(N(CC1)C(=O)OC(C)(C)C)C(=O)OC)F